OC1CC2CC([C@H]3[C@@H]4CC[C@H]([C@@H](CCC(=O)NCCCNC(CC[C@@H](C)[C@H]5CC[C@H]6[C@@H]7[C@@H](C[C@@H]8C[C@@H](CC[C@]8(C)[C@H]7C[C@@H]([C@]56C)O)O)O)=O)C)[C@]4(C(C[C@@H]3[C@]2(CC1)C)O)C)O 3,7,12-trihydroxy-N-[3-[[(3α,5β,7α,12α)-3,7,12-trihydroxy-24-oxocholan-24-yl]amino]propyl]-cholan-24-amide